2-(4-(4-methylpiperazinyl)-3-nitroanilino)-4-(1-methylindol-3-yl)pyrazolo[1,5-a][1,3,5]triazine CN1CCN(CC1)C1=C(C=C(NC2=NC=3N(C(=N2)C2=CN(C4=CC=CC=C24)C)N=CC3)C=C1)[N+](=O)[O-]